methyl 2,2-dimethylbutanoate CC(C(=O)OC)(CC)C